C(CC(C)C)NC1C(CCCC1)N N-isopentylcyclohexane-1,2-diamine